C(#N)CC1([C@@H]2C=C(C[C@@H]2C1)CC)C#N (1R,5S)-6-(cyanomethyl)-3-ethylbicyclo[3.2.0]hept-3-ene-6-nitrile